C(C=C)(=O)OC1=C(C(=C(C(=C1F)F)F)F)F pentafluoro-phenyl acrylate